4-fluoro-1-[2-methyl-3-(1H-1,2,4-triazol-1-yl)propanoyl]-N-{phenyl[4-(propan-2-yl)phenyl]methyl}pyrrolidine-2-carboxamide FC1CC(N(C1)C(C(CN1N=CN=C1)C)=O)C(=O)NC(C1=CC=C(C=C1)C(C)C)C1=CC=CC=C1